F[B-](F)(F)F.C(=C)N1CN(C=C1)CC=C 1-vinyl-3-allylimidazole tetrafluoroborate